2-methylaniline hydrochloride Cl.CC1=C(N)C=CC=C1